O=C(O)[C@@H](N[2H])CC1=CC=C(O)C(O)=C1 L-DOPA-d